C(C)OC(=O)C1=NN(C=C1OCCC(C)(C)C)C=1C=NC=CC1 4-(3,3-dimethylbutoxy)-1-(pyridin-3-yl)-1H-pyrazole-3-carboxylic acid ethyl ester